N1=CN=C2NC=NC2=C1C=1C(=NC=CC1)NC=1C=CC(=C(C1)NC(C1=CC(=CC(=C1)C(F)(F)F)F)=O)Cl N-(5-(3-(9H-purin-6-yl)pyridin-2-ylamino)-2-chlorophenyl)-3-fluoro-5-(trifluoromethyl)benzamide